C1=NC=CC2=NC=3C=CC=CC3C(N21)=O pyrimido[6,1-b]quinazolin-10-one